O1CCOC12CCN(CC2)CC2CCN(CC2)C(=O)OCC2=CC=CC=C2 Benzyl 4-(1,4-dioxa-8-azaspiro[4.5]decan-8-ylmethyl)piperidine-1-carboxylate